BrC=1C=C(C(=NC1)OCCCN(C)CCC#N)NS(=O)(=O)C N-(5-Bromo-2-(3-((2-cyanoethyl)(methyl)amino)propoxy)pyridin-3-yl)methanesulfonamide